CC1=C(C(=O)OC2=NC3=C(N2CCN2C(=NC4=C2C=CC(=C4OC)C(N)=O)OC(C4=C(C(=CC=C4)Cl)C)=O)C=CC(=C3OC)C(N)=O)C=CC=C1Cl 6'-(ethane-1,2-diylbis(5-carbamoyl-4-methoxy-1H-benzo[d]imidazole-1,2-diyl)) bis(methyl 3-chlorobenzoate)